tert-butyl 3-(aminooxy)-1-pyrrolidinecarboxylate NOC1CN(CC1)C(=O)OC(C)(C)C